3-ethyl-1-(tetrahydro-2H-pyran-4-yl)-1H-pyrazole-5-carbaldehyde C(C)C1=NN(C(=C1)C=O)C1CCOCC1